BrC1=C(N=C2C(=CC=NC2=C1)OC1=CC=C(C=C1)NC(C1=CN=C(C(=C1O)C1=CC=C(C=C1)F)C)=O)C N-(4-((7-bromo-6-methyl-1,5-naphthyridin-4-yl)oxy)phenyl)-5-(4-fluorophenyl)-4-hydroxy-6-methylnicotinamide